N-methyl-1-[1-[2-(4-piperidyloxy)acetyl]-4-piperidyl]-6,7-dihydro-4H-pyrazolo[4,3-c]pyridine-5-carboxamide CNC(=O)N1CC2=C(CC1)N(N=C2)C2CCN(CC2)C(COC2CCNCC2)=O